6-(2-Hydroxy-4-bromobenzylamino)-9-β-D-arabinofuranosylpurin OC1=C(CNC2=C3N=CN(C3=NC=N2)[C@H]2[C@@H](O)[C@H](O)[C@H](O2)CO)C=CC(=C1)Br